2-[(2-{4-[(hydroxyimino)methyl]cyclohex-3-en-1-yl}propan-2-yl)oxy]acetic acid ON=CC1=CCC(CC1)C(C)(C)OCC(=O)O